N[C@H](C(=O)N[C@H](C(=O)NCC1=CC=CC2=CC=CC=C12)COC)CC(=O)NOC(C)(C)C (S)-2-amino-N4-(tertbutoxy)-N1-((S)-3-methoxy-1-((naphthalen-1-ylmethyl)amino)-1-oxopropan-2-yl)succinamide